1-(7-(6-(2-(dimethylamino)ethoxy)pyridin-3-yl)quinoxalin-2-yl)-3-isopropyl-1-methylurea CN(CCOC1=CC=C(C=N1)C1=CC=C2N=CC(=NC2=C1)N(C(=O)NC(C)C)C)C